NC1=C(SC2=NC(=C(C=C21)F)C)C(=O)NC2CC=1C(=NC(=CC1)N1CC3(OCC(O3)(C)C)C(C1)N)OC2 3-amino-N-(7-{9-amino-2,2-dimethyl-1,4-dioxa-7-azaspiro[4.4]nonan-7-yl}-2H,3H,4H-pyrano[2,3-b]pyridin-3-yl)-5-fluoro-6-methylthieno[2,3-b]pyridine-2-carboxamide